(2-fluoroethyl)-6-methyl-4-[(1-methylcyclopropyl)amino]furo[2,3-d]pyrimidine-5-carboxamide FCCC=1N=C(C2=C(N1)OC(=C2C(=O)N)C)NC2(CC2)C